2-[4-[6-[(4-cyano-2-fluoro-phenyl)methoxy]-2-pyridyl]-2-fluoro-6-methyl-phenyl]acetic acid C(#N)C1=CC(=C(C=C1)COC1=CC=CC(=N1)C1=CC(=C(C(=C1)C)CC(=O)O)F)F